4-bromo-5,6,7,8-tetrahydroquinoline-2-carboxylic acid methyl ester COC(=O)C1=NC=2CCCCC2C(=C1)Br